3-(1,3-Benzodioxol-5-yl)-N-(3-methylsulfanylpropyl)-N-phenyl-prop-2-enamid O1COC2=C1C=CC(=C2)C=CC(=O)N(C2=CC=CC=C2)CCCSC